2-[2-hydroxy-3-(3,4,5,6-tetra-hydrophthalimidomethyl)-5-methylphenyl]benzotriazole OC1=C(C=C(C=C1CN1C(C2=C(C1=O)CCCC2)=O)C)N2N=C1C(=N2)C=CC=C1